4-(2,2,2-trifluoro-1-hydroxyethyl)benzoic acid FC(C(O)C1=CC=C(C(=O)O)C=C1)(F)F